[Br-].C(C=C)[N+](CC)(CC)CC1=CC=CC=C1 allyl-benzyl-diethylammonium bromide